FC=1C=C(C=NC1OC)CN1C2CN(CC1C2)C=2SC(=CN2)C=2C=1N(C=C(C2)OCC(C)(C)O)N=CC1C#N 4-(2-(6-((5-fluoro-6-methoxypyridin-3-yl)methyl)-3,6-diazabicyclo[3.1.1]heptan-3-yl)thiazol-5-yl)-6-(2-hydroxy-2-methylpropyloxy)pyrazolo[1,5-a]pyridine-3-carbonitrile